NCCC=1C=C(CN2N=C(C(=C2)C2=CN=C3N2C=CN=C3NC3=CC(=C(C(=O)NC)C=C3)Cl)C(F)(F)F)C=CC1 4-((3-(1-(3-(2-aminoethyl)benzyl)-3-(trifluoromethyl)-1H-pyrazol-4-yl)imidazo[1,2-a]pyrazin-8-yl)amino)-2-chloro-N-methylbenzamide